NC1=NC(=NC(=N1)N)OCCCC 2,4-diamino-6-butoxy-sym-triazine